ClC1=NC(=NC(=N1)OC(C(F)(F)F)C(F)(F)F)NC 4-chloro-6-((1,1,1,3,3,3-hexafluoropropan-2-yl)oxy)-N-methyl-1,3,5-triazin-2-amine